C1NCC2=CC(=CC=C12)C=1C=CC=C2C(=NC=NC12)N[C@H](CN1CCN(CC1)S(=O)(=O)C1=C(N=C(S1)NC(OC)=O)C)C methyl N-[5-({4-[(2S)-2-{[8-(2,3-dihydro-1H-isoindol-5-yl)quinazolin-4-yl]amino}propyl]piperazin-1-yl}sulfonyl)-4-methyl-1,3-thiazol-2-yl]carbamate